N5-((1R,5S,6r)-3-oxabicyclo[3.1.0]hexan-6-yl)-1-((R)-2-hydroxy-1-phenylethyl)-N3-methyl-1H-pyrazole-3,5-dicarboxamide [C@H]12COC[C@@H]2C1NC(=O)C1=CC(=NN1[C@@H](CO)C1=CC=CC=C1)C(=O)NC